C(C)(C)(C)OC(=O)NC(=NOS(=O)(=O)C1=C(C=C(C=C1C)C)C)NC(=O)OC(C)(C)C N,N'-di-tert-butoxycarbonyl-N''-(2,4,6-trimethylbenzenesulfonyloxy)guanidine